(2S,3R,5R)-benzhydryl 3-(5-((2-chloro-3,4-bis((4-methoxybenzyl)oxy)benzamido)methyl)isoxazol-3-yl)-3-methyl-7-oxo-4-thia-1-azabicyclo[3.2.0]heptane-2-carboxylate 4,4-dioxide ClC1=C(C(=O)NCC2=CC(=NO2)[C@]2([C@@H](N3C(C[C@H]3S2(=O)=O)=O)C(=O)OC(C2=CC=CC=C2)C2=CC=CC=C2)C)C=CC(=C1OCC1=CC=C(C=C1)OC)OCC1=CC=C(C=C1)OC